N1=C(C=C2N1CCNC2)CN2C(C1=CC=CC=C1C2=O)=O 2-((4,5,6,7-Tetrahydropyrazolo[1,5-a]pyrazin-2-yl)methyl)isoindoline-1,3-dione